C(CCCCC(=O)O)(=O)O.C(CCCCC(=O)O)(=O)O.C(CC)(O)O propanediol diadipate